BrC=1C=C(C(=NC1)N1CCC(CC1)N1CCOCC1)NS(=O)(=O)C1CC1 N-(5-Bromo-2-(4-morpholinopiperidin-1-yl)pyridin-3-yl)cyclopropane-sulfonamide